C(#N)C=1C=NN2C1C(=CC(=C2)C=2C=CC(=NC2)N2CCN(CC2)C(=O)OC(C)(C)C)OS(=O)(=O)C(F)(F)F t-Butyl 4-[5-[3-cyano-4-(trifluoromethylsulfonyloxy)pyrazolo[1,5-a]pyridin-6-yl]-2-pyridyl]piperazine-1-carboxylate